C(=CC)OC(CO)CO 2-propenylglycerol